N-(4-methoxybenzyl)prop-2-en-1-amine COC1=CC=C(CNCC=C)C=C1